C1(=CC=CC=C1)P(=O)(C1=CC=CC=C1)C1=CC=CC=2C(C3=CC=CC(=C3OC12)P(=O)(C1=CC=CC=C1)C1=CC=CC=C1)(C)C 4,5-Bis(diphenylphosphoryl)-9,9-dimethylxanthene